FC1=C(C(=CC=C1)F)C=1N=C(C2=C(N1)CNC2=O)NC2=CC=C(C=C2)[C@@H]2C(NC(C2)(C)C)=O (R)-2-(2,6-difluorophenyl)-4-((4-(5,5-dimethyl-2-oxopyrrolidin-3-yl)phenyl)amino)-6,7-dihydro-5H-pyrrolo[3,4-d]pyrimidin-5-one